ClC1=C(C=CC=C1C(F)(F)F)CC1=NOC(N1CC1=C(C=CC=C1F)Cl)=O 3-{[2-chloro-3-(trifluoromethyl)phenyl]methyl}-4-[(2-chloro-6-fluorophenyl)methyl]-4,5-dihydro-1,2,4-oxadiazol-5-one